(R)-3-cyclopropyl-5-(piperidin-3-yloxy)-N-(4-(pyridin-2-yl)benzyl)pyrazolo[1,5-a]pyrimidin-7-amine C1(CC1)C=1C=NN2C1N=C(C=C2NCC2=CC=C(C=C2)C2=NC=CC=C2)O[C@H]2CNCCC2